C(C)(C)(C)[Si](C)(C)OCCOCCCl tert-butyl-[2-(2-chloroethoxy)ethoxy]-dimethyl-silane